C1(CC1)S(=O)(=O)N1N=CC(=C1)C1=NC=CC(=N1)NC1N(C=C(C(=C1)N)C#CCN1CCCC1)C(C)C N2-(2-(1-(Cyclopropylsulfonyl)-1H-pyrazol-4-yl)pyrimidin-4-yl)-N1-isopropyl-5-(3-(pyrrolidin-1-yl)prop-1-yn-1-yl)pyridine-2,4-diamine